4-(1,1-dimethylethyl)phenol CC(C)(C)C1=CC=C(C=C1)O